N-(2-(Methylamino)-4-((4-(trifluoromethyl)benzyl)amino)phenyl)octanamid CNC1=C(C=CC(=C1)NCC1=CC=C(C=C1)C(F)(F)F)NC(CCCCCCC)=O